2-(2-(7,8-dimethyl-[1,2,4]triazolo[1,5-a]pyridin-6-yl)-3-isopropyl-1H-indol-5-yl)-5,5-dimethylmorpholine CC1=C(C=2N(C=C1C=1NC3=CC=C(C=C3C1C(C)C)C1CNC(CO1)(C)C)N=CN2)C